CC1CC(C1)(C1=NN=CN1C)C1=CC(=C2C=CN(C2=C1)S(=O)(=O)C1=CC=C(C)C=C1)N1C(C2=CC(=CC(=C2C1)C(F)(F)F)CN1C[C@H](CCC1)C)=O (S)-2-(6-(3-methyl-1-(4-methyl-4H-1,2,4-triazol-3-yl)cyclobutyl)-1-tosyl-1H-indol-4-yl)-6-((3-methylpiperidin-1-yl)methyl)-4-(trifluoromethyl)isoindol-1-one